[NH4+].N(C1=CC=CC=C1)C=1C=CC=C2C=CC=C(C12)S(=O)(=O)[O-] 8-anilino-1-naphthalenesulfonate ammonium salt